C[C@@H]1CN(C[C@@H](N1)C)C1=CC=CC(=N1)CNC=1C2=C(N=CN1)NC=C2C2CC(CCC2)O 3-(4-(((6-((3R,5S)-3,5-dimethylpiperazin-1-yl)pyridin-2-yl)methyl)amino)-7H-pyrrolo[2,3-d]pyrimidin-5-yl)cyclohexan-1-ol